BrC1=CNC2=C(C=C(C=C12)C#N)N1C(CN(CC1)C)=O 3-Bromo-7-(4-methyl-2-oxopiperazin-1-yl)-1H-indole-5-carbonitrile